1-methyl-1,2,4-triazole-3-carbaldehyde CN1N=C(N=C1)C=O